C(CCC)(=O)OCCOCCOCCOCCOCCOC(CCC)=O pentaethylene glycol dibutyrate